The molecule is 1,2-diacyl-sn-glycerol in which both the 1- and 2-acyl groups are specified as octanoyl. Formula C19H36O5. It is a 1,2-diacyl-sn-glycerol and a dioctanoylglycerol. It is an enantiomer of a 2,3-dioctanoyl-sn-glycerol. CCCCCCCC(=O)OC[C@H](CO)OC(=O)CCCCCCC